FC(C(=O)OCC1CC(C1)C1=C(N(C2=CC=C(C=C12)OCC1=CC=CC=C1)C1=CC(=C(C=C1)F)C)C(C)C)(F)F [3-[5-benzyloxy-1-(4-fluoro-3-methyl-phenyl)-2-isopropyl-indol-3-yl]cyclobutyl]methyl 2,2,2-trifluoroacetate